BrC1=CN(C(C2=C1N=C(N=C2)SC)=O)C2=C(C(=CC=C2Cl)C)Cl 8-bromo-6-(2,6-dichloro-3-methyl-phenyl)-2-methylsulfanyl-pyrido[4,3-d]pyrimidin-5-one